5-(4-Bromophenyl)-1-(2,2-dimethoxyethyl)-1H-1,2,3-triazole BrC1=CC=C(C=C1)C1=CN=NN1CC(OC)OC